C(#N)C=1C=NN2C1C(=CC(=C2)C=2C=CC(=NC2)N2C[C@@H](N(CC2)C(=O)OC(C)(C)C)CO)O[C@H](C)C2=NC=C(C=C2)F tert-butyl (2R)-4-[5-[3-cyano-4-[(1R)-1-(5-fluoro-2-pyridyl)ethoxy]pyrazolo[1,5-a]pyridin-6-yl]-2-pyridyl]-2-(hydroxymethyl)piperazine-1-carboxylate